1,3-adamantanedimethanol diacrylate C(C=C)(=O)OCC12CC3(CC(CC(C1)C3)C2)COC(C=C)=O